4-[3-amino-4-(1,1,1-trifluoropropan-2-yloxy)-1H-indazol-6-yl]-2-(4-phenylpiperazin-1-yl)benzamide NC1=NNC2=CC(=CC(=C12)OC(C(F)(F)F)C)C1=CC(=C(C(=O)N)C=C1)N1CCN(CC1)C1=CC=CC=C1